5-benzylsulfanyl-N-methyl-thiophene-2-sulfonamide C(C1=CC=CC=C1)SC1=CC=C(S1)S(=O)(=O)NC